2-(1-methyl-1,2,3,6-tetrahydropyridin-4-yl)-N-(2-(piperazin-1-yl)ethyl)-5-(trifluoromethyl)-1H-pyrrolo[2,3-b]pyridin-4-amine CN1CCC(=CC1)C1=CC2=C(N=CC(=C2NCCN2CCNCC2)C(F)(F)F)N1